(3aS,4S,6aR)-4-((3-chloro-2,4-difluorophenyl)carbamoyl)-2,2-dimethyldihydro-3aH-[1,3]dioxolo[4,5-c]pyrrole ClC=1C(=C(C=CC1F)NC(=O)[C@@H]1[C@H]2C(=CN1)OC(O2)(C)C)F